[1,2,4]triazol-3-one N1=NC(N=C1)=O